ClC=1C=C(C(=C(C1)O)C=1N=NC(=CC1)N1C[C@H](CC1)CO)C 5-chloro-2-[6-[(3S)-3-(hydroxymethyl)pyrrolidin-1-yl]pyridazin-3-yl]-3-methyl-phenol